1-(4-bromo-3-methyl-phenyl)pyrrolidin-2-one BrC1=C(C=C(C=C1)N1C(CCC1)=O)C